5-[2,5-Difluoro-4-(1H-pyrazol-4-yl)phenyl]-N-methyl-N-(piperidin-4-yl)[1,3]thiazolo[5,4-d][1,3]thiazol-2-amin Hydrochlorid Cl.FC1=C(C=C(C(=C1)C=1C=NNC1)F)C=1SC2=C(N1)SC(=N2)N(C2CCNCC2)C